N1C=NC2=C1C=C(C=C2)CC2=C(C=C(C=C2C(F)(F)F)N2N=C(C(NC2=O)=O)C#N)C(F)(F)F 2-(4-((1H-benzo[d]imidazol-6-yl)methyl)-3,5-bis(trifluoromethyl)phenyl)-3,5-dioxo-2,3,4,5-tetrahydro-1,2,4-triazine-6-carbonitrile